C(C)OC(/C=C/C=1C=CC=C2C=CN=C(C12)N[C@H]1CN(CCC1)C(=O)OC(C)(C)C)=O tert-butyl (R,E)-3-((8-(3-ethoxy-3-oxoprop-1-en-1-yl)isoquinolin-1-yl)amino)piperidine-1-carboxylate